4-(4'-acetamidophenyl)-2,6-dimethyl-3,5-diethoxy-1,4-dihydropyridine C(C)(=O)NC1=CC=C(C=C1)C1C(=C(NC(=C1OCC)C)C)OCC